6-isopropyl-10-methoxy-2-oxo-9-[1-(2,2,2-trifluoroethyl)-1H-pyrazol-4-yl]-6,7-dihydro-2H-pyrido[2,1-a]isoquinoline-3-carboxylic acid C(C)(C)C1N2C(C3=CC(=C(C=C3C1)C=1C=NN(C1)CC(F)(F)F)OC)=CC(C(=C2)C(=O)O)=O